5-bromovaleryl-valine methyl ester COC([C@@H](NC(CCCCBr)=O)C(C)C)=O